4-(3-Bromoimidazo[1,2-b]pyridazin-6-yl)-2,6-dimethylmorpholine BrC1=CN=C2N1N=C(C=C2)N2CC(OC(C2)C)C